NC=1C(=C(C(=CC1)F)NC=1C(=C2C(N(C=NC2=CC1)C)=O)C)Cl 6-((amino-2-chloro-6-fluorophenyl)amino)-3,5-dimethylquinazolin-4(3H)-one